5-Bromo-3-(2,3-dimethyl-2H-pyrazolo[3,4-c]pyridin-5-ylamino)-1-methylpyridin-2(1H)-one BrC=1C=C(C(N(C1)C)=O)NC1=CC=2C(C=N1)=NN(C2C)C